OC1CC(C1)N1N=C(C=C1)S(=O)(=O)NC(NC1=C2CCCC2=CC(=C1C1=CC=2N(C=C1)N=CC2)C)=O 1-(3-hydroxycyclobutyl)-N-((6-methyl-5-(pyrazolo[1,5-a]pyridin-5-yl)-2,3-dihydro-1H-inden-4-yl)carbamoyl)-1H-pyrazole-3-sulfonamide